chlorobutyl (trifluoromethyl) sulfide FC(F)(F)SCCCCCl